BrC1=CC(=C(CNC2=NOC3=C2CCCCC3)C=C1)F N-(4-bromo-2-fluorobenzyl)-5,6,7,8-tetrahydro-4H-cyclohepta[d]isoxazol-3-amine